ClC=1C(=C(C(=O)NC=2C=C3C(=NNC3=CC2)C2=CN=CO2)C(=CC1)C)OC 3-chloro-2-methoxy-6-methyl-N-(3-(oxazol-5-yl)-1H-indazol-5-yl)benzamide